[Mg].[Ca] CALCIUM-MAGNESIUM